BrC1=CC=C(C(=N1)C(C)O)OC 1-(6-bromo-3-methoxypyridin-2-yl)ethan-1-ol